benzyl (5-((S)-3,3-dicyclopropyl-2-(1-isopropyl-1H-pyrazole-5-carboxamido)propanamido)-4-fluoro-2-(1-oxo-1-((2,2,2-trifluoroethyl)amino)propan-2-yl)phenyl)(methyl)carbamate C1(CC1)C([C@@H](C(=O)NC=1C(=CC(=C(C1)N(C(OCC1=CC=CC=C1)=O)C)C(C(NCC(F)(F)F)=O)C)F)NC(=O)C1=CC=NN1C(C)C)C1CC1